CN1N=NC(=C1)[C@H]1N[C@H](CC([C@@H]1C(=O)OC(C)(C)C)=O)C1=CC=CC=C1 tert-butyl (2S,3R,6R)-2-(1-methyltriazol-4-yl)-4-oxo-6-phenyl-piperidine-3-carboxylate